C(C=C)N(C(C=C)=O)CC1=CC=C(C=C1)C1=NOC(=N1)C(F)(F)F N-allyl-N-[[4-[5-(trifluoromethyl)-1,2,4-oxadiazol-3-yl]phenyl]methyl]propenamide